C1=NC(=CC2=CC=CC=C12)CC1=NN2C(C=CC=C2)=C1C(=O)O (3-isoquinolinylmethyl)pyrazolo[1,5-a]Pyridine-3-carboxylic acid